CO\N=C\1/NC2=C(C=C(C=C2C(N1CC=1C=NN(C1)C)=O)S(=O)(=O)NC1(CC1)C)C1C[C@H](N(CC1)C(C)=O)C (2E)-2-methoxyimino-N-(1-methylcyclopropyl)-3-[(1-methylpyrazol-4-yl)methyl]-4-oxo-8-[(2R)-1-acetyl-2-methyl-4-piperidinyl]-1H-quinazoline-6-sulfonamide